1-(2-Hydroxy-4-methoxy-6-propan-2-yloxyphenyl)-3-(4-methoxyphenyl)prop-2-en-1-one OC1=C(C(=CC(=C1)OC)OC(C)C)C(C=CC1=CC=C(C=C1)OC)=O